3-[5-(1-benzyl-4-piperidyl)-2-oxo-benzo[ct]indol-1-yl]piperidine-2,6-dione C(C1=CC=CC=C1)N1CCC(CC1)C=1C=CC=2C(N(C3=CC=CC1C23)C2C(NC(CC2)=O)=O)=O